ClC1=C(C(=CC(=C1)F)F)NC=1N(C2=NC(=NC=C2N1)N[C@H]1C[C@@H](CC1)O)C1CCC(CC1)(C(=O)N)C (1S,4s)-4-(8-(2-chloro-4,6-difluorophenylamino)-2-((1R,3R)-3-hydroxycyclopentylamino)-9H-purin-9-yl)-1-methylcyclohexanecarboxamide